CC1=C(C(=NC=C1)NC=1C=NC(=CC1)N(C)C)N methyl-N2-(6-(dimethylamino)pyridin-3-yl)pyridine-2,3-diamine